7-[5-CHLORO-4-METHYL-2-(1,3-OXAZOL-2-YL)PHENYL]-N-[(2,4-DIMETHOXYPHENYL)METHYL]CINNOLIN-4-AMINE ClC=1C(=CC(=C(C1)C1=CC=C2C(=CN=NC2=C1)NCC1=C(C=C(C=C1)OC)OC)C=1OC=CN1)C